C(N)(=O)C1=CC=C(C=C1)C1=C(NC2=CC=CC=C12)C1=NNC(=C1)NC(C1=CC=C(C=C1)NC1CCN(CC1)C)=O N-(3-(3-(4-carbamoylphenyl)-1H-indol-2-yl)-1H-pyrazol-5-yl)-4-((1-methylpiperidin-4-yl)amino)benzamide